1-(2-{3,3-dimethyl-2-oxa-8-azaspiro[4.5]decan-8-yl}-3-fluorophenyl)ethan-1-ol CC1(OCC2(C1)CCN(CC2)C2=C(C=CC=C2F)C(C)O)C